4-{[6-(5-Chloro-2-Fluorophenyl)Pyridazin-4-yl]Amino}-N-[2-(4-Methylpiperazin-1-yl)Ethyl]-1h-Pyrrolo[2,3-B]Pyridin-2-Carboxamid ClC=1C=CC(=C(C1)C1=CC(=CN=N1)NC1=C2C(=NC=C1)NC(=C2)C(=O)NCCN2CCN(CC2)C)F